trimethyl(phenylethynyl)tin C[Sn](C#CC1=CC=CC=C1)(C)C